C(C)N1N=C2N=C(C=NC2=C1)N[C@@H](C)C=1C=C(C=CC1C)NC(CC1=NC=C(C=C1)C(F)(F)F)=O (S)-N-(3-(1-((2-ethyl-2H-pyrazolo[3,4-b]pyrazin-6-yl)amino)ethyl)-4-methylphenyl)-2-(5-(trifluoromethyl)pyridin-2-yl)acetamide